N1N=CC2=CC(=CC=C12)N1CCN(CC1)C(=O)OC(C)(C)C tert-Butyl 4-(1H-indazol-5-yl)piperazine-1-carboxylate